Copper Manganese Nickel [Ni].[Mn].[Cu]